CC1=CC=C(C=C1)S(=O)(=O)OCCOC1=CC=C(C(=O)OC)C=C1 methyl 4-(2-(p-toluenesulfonyloxy)ethoxy)benzoate